N-(4-{[6-(5-Chloro-2-Fluorophenyl)-3-Methylpyridazin-4-yl]Amino}Pyridin-2-yl)-2-(1,4-Diazepan-1-yl)Acetamid ClC=1C=CC(=C(C1)C1=CC(=C(N=N1)C)NC1=CC(=NC=C1)NC(CN1CCNCCC1)=O)F